COC(=O)C=1C=C2C=NNC2=CC1OC.COC1=C(C=C2C=NNC2=C1)C(=O)NC=1C=NN2C1N=CC=C2 6-Methoxy-N-(pyrazolo[1,5-a]pyrimidin-3-yl)-1H-indazole-5-carboxamide Methyl-6-methoxy-1H-indazole-5-carboxylate